C(C1=CC=CC=C1)C=1NC=C(N1)C1=C(C=CC(=C1)Cl)Cl 2-Benzyl-4-(2,5-dichlorophenyl)imidazole